N-(6-((2'-chloro-[1,1'-biphenyl]-3-yl)methyl)-5-isobutyryl-5-azaspiro[2.4]heptan-7-yl)methanesulfonamide ClC1=C(C=CC=C1)C1=CC(=CC=C1)CC1N(CC2(CC2)C1NS(=O)(=O)C)C(C(C)C)=O